N-(1-(4-bromobenzyl)-5-cyano-1H-benzo[d]imidazol-2-yl)-1-ethyl-3-methyl-1H-pyrazole-5-carboxamide BrC1=CC=C(CN2C(=NC3=C2C=CC(=C3)C#N)NC(=O)C3=CC(=NN3CC)C)C=C1